4-(CYCLOHEXYL)THIOPHENE-2-BORONIC ACID C1(CCCCC1)C=1C=C(SC1)B(O)O